(2R)-2-(5-Fluoro-2-methoxypyridin-4-yl)-1-{(2S)-7-methyl-6-[(4,6-2H2)pyrimidin-2-yl]-3,4-dihydro-1H-spiro[1,8-naphthyridin-2,3'-pyrrolidin]-1'-yl}propan-1-on FC=1C(=CC(=NC1)OC)[C@H](C(=O)N1C[C@]2(CC1)NC1=NC(=C(C=C1CC2)C2=NC(=CC(=N2)[2H])[2H])C)C